C(C1=CC=CC=C1)NC(=O)C=1OC2=C(C1)C(=CC(=C2)OC)\C=C\C2=CC=C(C=C2)OC (E)-N-benzyl-6-methoxy-4-(4-methoxystyryl)benzofuran-2-carboxamide